O1CCC2(CC1)CN(C1=CC=CC=C12)S(=O)(=O)C1=CC=C(C=C1)S(=O)(=O)N(C)C 4-({1,2-dihydrospiro[indole-3,4'-oxan]-1-yl}sulfonyl)-N,N-dimethylbenzene-1-sulfonamide